Ethyl (5-(2-methoxy-5-((4-oxo-3,4-dihydrophthalazin-1-yl)methyl)phenyl)-1H-benzoimidazol-2-yl)carbamate COC1=C(C=C(C=C1)CC1=NNC(C2=CC=CC=C12)=O)C1=CC2=C(NC(=N2)NC(OCC)=O)C=C1